CC1=C(C2=C(N=CN=C2NC2(CC2)C)O1)C(=O)NC1=NC(=NO1)C 6-methyl-N-(3-methyl-1,2,4-oxadiazol-5-yl)-4-[(1-methylcyclopropyl)amino]furo[2,3-d]pyrimidine-5-carboxamide